(2R,3S,4R,5R)-2-[2-(2-Amino-3-fluorochinolin-7-yl)ethyl]-5-(4-methyl-7H-pyrrolo[2,3-d]pyrimidin-7-yl)tetrahydrothiophen-3,4-diol NC1=NC2=CC(=CC=C2C=C1F)CC[C@H]1S[C@H]([C@@H]([C@@H]1O)O)N1C=CC2=C1N=CN=C2C